5'-phosphoadenosine P(=O)(O)(O)OC[C@@H]1[C@H]([C@H]([C@@H](O1)N1C=NC=2C(N)=NC=NC12)O)O